NC1=CC=C(C=C1)C#CC#N 3-(p-Aminophenyl)propiolonitrile